C(C)N1CCN(CCC1)[C@H](CCC)C1=NC2=CC=C(C=C2C(N1CCC(C)C)=O)F (R)-2-(1-(4-ethyl-1,4-diazepan-1-yl)butyl)-6-fluoro-3-isopentylquinazolin-4(3H)-one